BrC1=CC=C2C(N(C(NC2=C1F)=O)CC)=S 7-bromo-3-ethyl-8-fluoro-4-thioxo-3,4-dihydroquinazolin-2(1H)-on